N1(NC=C2C1=CC=C2)CC(=O)N cyclopenta[1,2-c]pyrazole-1-acetamide